FC1=C(C(=C(C(=C1C1=NOC(=C1)[C@@H]([C@@](CN1N=NN=C1)(O)C1=C(C=C(C=C1)F)F)C)F)F)F)F (2r,3r)-3-(3-(pentafluorophenyl)isoxazol-5-yl)-2-(2,4-difluorophenyl)-1-(1H-tetrazol-1-yl)butan-2-ol